C(C)(C)(C)OC(N(C)C1=CC(=C(C=C1)Cl)[C@@H]1COCCCN1C1=NC(=NC(=C1)C)N)=O |r| (+-)-(3-(4-(2-amino-6-methylpyrimidin-4-yl)-1,4-oxazepan-3-yl)-4-chlorophenyl)(methyl)carbamic acid tert-butyl ester